1,2-dipalmitoyl-glycero-3-phosphocholine C(CCCCCCCCCCCCCCC)(=O)OCC(OC(CCCCCCCCCCCCCCC)=O)COP(=O)([O-])OCC[N+](C)(C)C